(E)-2-(4-((3-(4-Fluorophenyl)-3-(4-(3-morpholinoprop-1-yn-1-yl)phenyl)allyl)oxy)-2-methylphenoxy)acetic acid FC1=CC=C(C=C1)/C(=C/COC1=CC(=C(OCC(=O)O)C=C1)C)/C1=CC=C(C=C1)C#CCN1CCOCC1